glucopyranuronosyl azide C1([C@H](O)[C@@H](O)[C@H](O)[C@H](O1)C(=O)O)N=[N+]=[N-]